5-[3-[2-[(1S,5R,6S)-3-azabicyclo[3.1.0]hexan-6-yl]ethynyl]-6-benzyloxy-2-fluoro-phenyl]-1,1-dioxo-1,2,5-thiadiazolidin-3-one [C@H]12CNC[C@@H]2C1C#CC=1C(=C(C(=CC1)OCC1=CC=CC=C1)N1CC(NS1(=O)=O)=O)F